O1CCN(CC1)CCOC=1C=C(C=CC1)C=1C=CC=C2C=NC(=NC12)NC1=CC=C(C=C1)N1CCOCC1 8-(3-(2-morpholinoethoxy)phenyl)-N-(4-morpholinophenyl)quinazolin-2-amine